(S)-1-((2S,4R)-4-hydroxy-2-((4-(4-methylthiazol-5-yl) benzyl) carbamoyl) pyrrolidin-1-yl)-1-oxopropan-2-ylacetate O[C@@H]1C[C@H](N(C1)C([C@@H](C)CC(=O)[O-])=O)C(NCC1=CC=C(C=C1)C1=C(N=CS1)C)=O